4-methylphenylsulfonylbenzoyl-diazomethane CC1=CC=C(C=C1)S(=O)(=O)C(=[N+]=[N-])C(C1=CC=CC=C1)=O